2-methoxy-5-(quinoxalin-2-ylmethoxy)isonicotinaldehyde COC=1C=C(C=O)C(=CN1)OCC1=NC2=CC=CC=C2N=C1